ClC=1C=C(C=C(C1OC1=NC=C(C(=C1)S(=O)(=O)C1CCC1)O)Cl)N1N=C(C(NC1=O)=O)C(F)F 2-(3,5-dichloro-4-((4-(cyclobutylsulfonyl)-5-hydroxypyridin-2-yl)oxy)phenyl)-6-(difluoromethyl)-1,2,4-triazine-3,5(2H,4H)-dione